C1(CC1)C1=C(C(=NC=C1)OC)OS(=O)(=O)C(F)(F)F.F[C@H]1NCCC1 (2R)-2-fluorotetrahydro-1H-pyrrole 4-cyclopropyl-2-methoxypyridin-3-yl-triflate